C(N)(OC1CCC(CC1)C=1SC(=CN1)C1=C(C=C(C=C1)Br)SC1CC1)=O (4-(5-(4-bromo-2-(cyclopropylsulfanyl) phenyl) thiazol-2-yl) cyclohexyl) carbamate